C(CC1=CC=CC=C1)NC(=O)C1CN(CCS1(=O)=O)C(=O)OC(C)(C)C tert-butyl 2-(phenethylcarbamoyl)thiomorpholine-4-carboxylate 1,1-dioxide